tert-butyl (S)-3-(4-(2-(2-chlorophenyl)-3-(prop-1-en-2-yl)imidazo[2,1-f][1,6]naphthyridin-9-yl)-1H-pyrazol-1-yl)pyrrolidine-1-carboxylate ClC1=C(C=CC=C1)C=1N=C2C=3C=C(C=NC3C=CN2C1C(=C)C)C=1C=NN(C1)[C@@H]1CN(CC1)C(=O)OC(C)(C)C